(E)-3-(3-chloro-4-((2-methyl-[1,1'-biphenyl]-3-yl)methoxy)phenyl)-2-cyano-N,N-diethylacrylamide ClC=1C=C(C=CC1OCC=1C(=C(C=CC1)C1=CC=CC=C1)C)/C=C(/C(=O)N(CC)CC)\C#N